ClC1=C(OC2=C(C=C(C=C2)N=S(=O)(C)C)C=2C3=C(C(N(C2)C)=O)NC(=C3)C(=O)NCC)C(=CC=C1)C 4-{2-(2-chloro-6-methylphenoxy)-5-{[dimethyl(oxo)-λ6-sulfanylidene]amino}phenyl}-N-ethyl-6-methyl-7-oxo-6,7-dihydro-1H-pyrrolo[2,3-c]pyridine-2-carboxamide